trans-3-[(3S)-2-[4-(aminomethyl)cyclohexanecarbonyl]isoxazolidin-3-yl]-5-fluoro-benzonitrile NC[C@@H]1CC[C@H](CC1)C(=O)N1OCC[C@H]1C=1C=C(C#N)C=C(C1)F